COC1=C(OC=2C=C(C=C(C2C1=O)O)O)C1=CC(O)=C(O)C=C1 methoxyluteolin